(5-chloro-4-(1H-1,2,4-triazol-1-yl)thiazol-2-yl)-1-(1-methoxyisoquinolin-5-yl)-5-(trifluoromethyl)-1H-pyrazole-4-carboxamide ClC1=C(N=C(S1)C1=NN(C(=C1C(=O)N)C(F)(F)F)C1=C2C=CN=C(C2=CC=C1)OC)N1N=CN=C1